C1(=CC=CC=C1)N1N=CC(=C1C(F)(F)F)C(=O)NN=CC=1OC=CC1 1-phenyl-5-trifluoromethyl-N'-(1-(2-furyl)methylene)-1H-pyrazole-4-carboxylic acid hydrazide